4-((2,4-dioxo-3-(3-(trifluoromethyl)phenethyl)-3,4-dihydroquinazolin-1(2H)-yl)methyl)-N-hydroxybenzoamide O=C1N(C2=CC=CC=C2C(N1CCC1=CC(=CC=C1)C(F)(F)F)=O)CC1=CC=C(C(=O)NO)C=C1